FC(C1=NN=C(O1)C1=C(C=C(C=C1)CN1N=NC(=C1)C1=CC2=C(N(C(=N2)N)C)C=C1)F)F 5-[1-[[4-[5-(difluoromethyl)-1,3,4-oxadiazol-2-yl]-3-fluorophenyl]methyl]triazol-4-yl]-1-methylbenzimidazole-2-amine